O1N=C(C=C1)C1=C2CCO[C@@H](C2=CC=C1)CNC(OC(C)(C)C)=O (S)-tert-butyl ((5-(isoxazol-3-yl)isochroman-1-yl)methyl)carbamate